OC1=CC=C(C=C1)CCCC(=O)NC(C(=O)NCCC1=CC=C(C=C1)O)CC(=O)N 2-[4-(4-hydroxyphenyl)butanoylamino]-N-[2-(4-hydroxyphenyl)ethyl]butanediamide